CN(CCN1C(=NN=C1S)C1=C(C=C(C=C1)NC(=O)C1CC1)N1CC(CC(C1)C)C)C N-[4-[4-[2-(dimethylamino)ethyl]-5-sulfanyl-1,2,4-triazol-3-yl]-3-(3,5-dimethylpiperidin-1-yl)phenyl]cyclopropanecarboxamide